CC(C(=O)NC1=C(C(=O)O)C=CC=C1)=CC1=CC=C(C=C1)C(F)(F)F 2-(2-methyl-3-(4-trifluoromethylphenyl)acrylamido)benzoic acid